ACENAPHTHENE C1CC2=CC=CC3=CC=CC1=C23